[OH-].C1(C=CC=C1)[Zr+2]C1C=CC=C1.[OH-] bis(cyclopentadienyl)zirconium (IV) hydroxide